FC1=NC=CC(=C1)NC1=NC(=NC(=N1)NC1COC1)C1=NC(=CC=C1)C(F)(F)F N2-(2-fluoropyridin-4-yl)-N4-(oxetan-3-yl)-6-(6-(trifluoromethyl)pyridin-2-yl)-1,3,5-triazine-2,4-diamine